C(C)N1N=C(C=C1C(=O)NC1=NC2=C3C(N(CC(CN13)(C)C)CCCOC)=CC(=C2)C(=O)N)C 1-(1-Ethyl-3-methyl-1H-pyrazole-5-carboxamido)-6-(3-methoxypropyl)-8,8-dimethyl-6,7,8,9-tetrahydro-2,6,9a-triazabenzo[cd]azulene-4-carboxamide